ClC1=C(C=CC=C1)C=1C(=CC=C(C1)C(F)(F)F)C(=O)N1CC[C@](CCC1)(C(=O)N[C@H](C)\C=C\C(=O)N1CC(C1)(F)F)F (R)-1-(2'-chloro-5-(trifluoromethyl)-[1,1'-biphenyl]-2-carbonyl)-N-((R,E)-5-(3,3-difluoroazetidin-1-yl)-5-oxopent-3-en-2-yl)-4-fluoroazepane-4-carboxamide